CCCCCCCCCC1=CC=CC=C1C(C(CO)(CO)CO)OC2=CC=CC=C2CCCCCCCCC.OP(O)O.OP(O)O di(nonylphenyl)pentaerythritol diphosphite